1-(2-methoxyethyl)-6-(((6-(piperidin-4-yl)pyridin-2-yl)oxy)methyl)-1H-indazole COCCN1N=CC2=CC=C(C=C12)COC1=NC(=CC=C1)C1CCNCC1